N-(2,2,2-trifluoro-1,1-dimethyl-ethyl)pyridine-2-carboxamide FC(C(C)(C)NC(=O)C1=NC=CC=C1)(F)F